OC(=O)C(F)(F)F.COC1=C(OCC2CCN(CC2)CC2CCNCC2)C(=CC(=C1)B1OC(C(O1)(C)C)(C)C)OC 4-((2,6-dimethoxy-4-(4,4,5,5-tetramethyl-1,3,2-dioxaborolan-2-yl)phenoxy)methyl)-1-(piperidin-4-ylmethyl)piperidine TFA salt